6-hydroxy-4-{[1-(2-methoxyphenyl)-1H-pyrazol-4-yl]methyl}-5-oxo-4,5-dihydrothieno[3,2-b]pyridine-7-carboxylic acid OC1=C(C2=C(N(C1=O)CC=1C=NN(C1)C1=C(C=CC=C1)OC)C=CS2)C(=O)O